CCCCCCCCCCCCCCCCCCCCCC(=O)O[C@H](COC(=O)CCC/C=C\C/C=C\C/C=C\C/C=C\CCCCC)COP(=O)(O)OC[C@@H](C(=O)O)N 1-(5Z,8Z,11Z,14Z-eicosatetraenoyl)-2-docosanoyl-glycero-3-phosphoserine